octahydro-2H-quinolizine C1CCCN2CCCCC12